BC=1C=NN(C1)C1OCCCC1 4-boranyl-1-(oxan-2-yl)pyrazole